(4S)-1,3-THIAZINANE-4-CARBOXYLIC ACID S1CN[C@@H](CC1)C(=O)O